diphenylphosphoryl-(2,4,6-trimethyl-3-nitro-phenyl)methanone C1(=CC=CC=C1)P(=O)(C1=CC=CC=C1)C(=O)C1=C(C(=C(C=C1C)C)[N+](=O)[O-])C